[Sn].OC(=O)C(C)C1=CC=C(CC(C)C)C=C1 ibuprofen Tin